5-([1,2,4]triazolo[4,3-a]pyridin-6-yl)-2-(6-(((1s,2s,3r,5r)-2-fluoro-9-azabicyclo[3.3.1]non-3-yl)oxy)pyridazin-3-yl)phenol N=1N=CN2C1C=CC(=C2)C=2C=CC(=C(C2)O)C=2N=NC(=CC2)O[C@H]2[C@H]([C@@H]1CCC[C@H](C2)N1)F